(R)-N'-(((R)-2,8-difluoro-1,2,3,5,6,7-hexahydro-s-indacen-4-yl)carbamoyl)-2,2-dimethyl-2,3-dihydropyrazolo[5,1-b]oxazole-7-sulfonimidamide F[C@H]1CC2=C(C=3CCCC3C(=C2C1)NC(=O)N=[S@](=O)(N)C=1C=NN2C1OC(C2)(C)C)F